ClC1=CC=C(N=N1)N1CCC[C@@H]2CCNC([C@H]12)=O |r| rac-(4aR,8aR)-1-(6-chloropyridazin-3-yl)-2,3,4,4a,5,6,7,8a-octahydro-1,7-naphthyridin-8-one